C12(CC(C1)C2)C(=O)N2[C@H]([C@H](C(C2)(F)F)NS(=O)(=O)C)CC=2C=C(C=CC2)C2=CC(=CC=C2)F N-{(2S,3R)-1-(bicyclo[1.1.1]pentane-1-carbonyl)-4,4-difluoro-2-[(3'-fluoro[1,1'-biphenyl]-3-yl)methyl]pyrrolidin-3-yl}methanesulfonamide